dotriacontan-1-yl nonatriacontanoate C(CCCCCCCCCCCCCCCCCCCCCCCCCCCCCCCCCCCCCC)(=O)OCCCCCCCCCCCCCCCCCCCCCCCCCCCCCCCC